O1CCC(CC1)OC1=CC=C(C=N1)COC1CC2(C(N3C(O2)CC[C@H]3C3=NC=CN=C3)=O)C1 (5'S)-3-({6-[(oxan-4-yl)oxy]pyridin-3-yl}methoxy)-5'-(pyrazin-2-yl)tetrahydro-3'H-spiro[cyclobutane-1,2'-pyrrolo[2,1-b][1,3]oxazol]-3'-one